C1(CC1)C1=NC(=CC(=C1)C(=O)N1CC2=C(C1)CN(C2)C(=O)C2=C(C(=C(C=C2)S(=O)(=O)N)F)F)OCC2CCN(CC2)C 4-[5-[2-cyclopropyl-6-[(1-methylpiperidin-4-yl)methoxy]pyridine-4-carbonyl]-1,3,4,6-tetrahydropyrrolo[3,4-c]pyrrole-2-carbonyl]-2,3-difluorobenzenesulfonamide